BrC=1C(=NC(=NC1)NC1=C(C=C(C(=C1)OC)N1CCOCC1)C)NC1=C(C=CC(=C1)F)C(C)(C)O 2-(2-((5-Bromo-2-((5-methoxy-2-methyl-4-morpholinophenyl)amino)pyrimidin-4-yl)amino)-4-fluorophenyl)propan-2-ol